[1-(4-bromophenyl)-4-piperidinyl]Methyl 4-methylbenzenesulfonate CC1=CC=C(C=C1)S(=O)(=O)OCC1CCN(CC1)C1=CC=C(C=C1)Br